FC1=C2C=CNC2=CC(=C1OC=1C=CC(=C(C1)C=1NC=C(N1)C(C=1C=C(C=C(C1)F)CCC(=O)O)O)F)F 3-(3-((2-(5-((4,6-difluoro-1H-indol-5-yl)oxy)-2-fluorophenyl)-1H-imidazol-4-yl)(hydroxy)methyl)-5-fluorophenyl)propanoic acid